(Z) and (E)-10-(hydroxyimino)-2,3,5,10-tetrahydrobenzo[d]pyrazolo[1,2-a][1,2]diazepin-11(1H)-one ON=C1C2=C(CN3N(C1=O)CCC3)C=CC=C2